FC(C)(C)C1=CC=C(C=N1)[C@H]1COC2=C(O1)C(=CC(=C2)CN2C=NC=1C2=NC=CC1)OC (S)-3-((2-(6-(2-fluoropropan-2-yl)pyridin-3-yl)-8-methoxy-2,3-dihydrobenzo[b][1,4]dioxin-6-yl)methyl)-3H-imidazo[4,5-b]pyridine